1-[4-[(7S)-7-indan-4-yl-5,6,7,8-tetrahydroquinazolin-4-yl]piperazin-1-yl]prop-2-en-1-one C1CCC2=C(C=CC=C12)[C@H]1CCC=2C(=NC=NC2C1)N1CCN(CC1)C(C=C)=O